C1(=CC=CC=C1)N(C1=CC=CC=C1)C1=CC=CC=C1.[N] nitrogen triphenyl-amine